O1C(OCC1)C=1C(=C(C=CC1)CN(C1=NC=CC(=N1)NC=1N=CC2=C(C=CC(=C2C1)C(C)C)N1CC(C1)CS(=O)(=O)C)C)OCC1=CC=C(C=C1)OC N2-{[3-(1,3-dioxolan-2-yl)-2-[(4-methoxyphenyl)methoxy]phenyl]methyl}-N4-{5-isopropyl-8-[3-(methanesulfonylmethyl)azetidin-1-yl]isoquinolin-3-yl}-N2-methylpyrimidine-2,4-diamine